ClC1=C(CN2C=CC3=C(C=C(C=C23)C2=CN(C3=C(N=CC=C32)O)CCCl)NS(=O)(=O)CC)C=CC(=C1)F N-(1-(2-chloro-4-fluorobenzyl)-6-(1-(2-chloroethyl)-7-hydroxy-1H-pyrrolo[2,3-c]pyridin-3-yl)-1H-indol-4-yl)ethanesulfonamide